COC=1C=NC=2N(C1)N=CC2N 6-methoxypyrazolo[1,5-a]pyrimidin-3-amine